heneicosylene glycol diacrylate C(C=C)(=O)OCCCCCCCCCCCCCCCCCCCCCOC(C=C)=O